FC1=C(C=CC(=C1)F)C1=NC2=C(N1)C=CC(=C2)NC(=O)NC=2C(=C1C=CC(OC1=CC2)(C)C)OC 1-(2-(2,4-difluorophenyl)-1H-benzo[d]imidazol-5-yl)-3-(5-methoxy-2,2-dimethyl-2H-chromen-6-yl)urea